1-[1-(2-methanesulfonylphenyl)-7-methoxyindolizin-3-yl]ethanone CS(=O)(=O)C1=C(C=CC=C1)C=1C=C(N2C=CC(=CC12)OC)C(C)=O